C(C)OC(C(=O)NC=1SC(=NN1)N[C@H]1CN(CC1)C=1N=NC=CC1)C1=CC(=CC=C1)N1CC(C1)F 2-ethoxy-2-[3-(3-fluoroazetidin-1-yl)phenyl]-N-[5-[[(3R)-1-pyridazin-3-ylpyrrolidin-3-yl]amino]-1,3,4-thiadiazol-2-yl]acetamide